CC=1C=CC(=NC1)S(=O)(=O)C1=C(C=CC=C1)C1(C=NNC1)CNC(N)=O 4-(5-Methyl-pyridine-2-sulfonyl-phenyl)-3-(1H-pyrazol-4-ylmethyl)-urea